tert-butyl (4aR,10aS)-6-cyano-7-(((E)-(dimethylamino)methylene)amino)-10-methyl-4,4a,10,10a-tetrahydro-1H-benzo[b]pyrido[3,4-e][1,4]oxazine-2(3H)-carboxylate C(#N)C1=C(C=CC2=C1O[C@H]1[C@@H](N2C)CN(CC1)C(=O)OC(C)(C)C)/N=C/N(C)C